BrC1=CC=2N(C3=CC=C(C=C3N(C2C=C1)C1=CC=CC=C1)Br)C1=CC=CC=C1 2,7-dibromo-5,10-diphenyl-5,10-dihydrophenazine